Cl.BrC1=CC=CC2=C1C(=NO2)C2=C(C=CC=C2)[C@H](CC2=NC=CC=C2)N (S)-1-[2-(4-Bromobenzo[d]isoxazol-3-yl)phenyl]-2-(pyridine-2-yl)ethan-1-amine hydrochloride